FC=1C=CC(=NC1OC)C1=CC=C(CNC(OC(C)(C)C)=O)C=C1 tert-butyl (4-(5-fluoro-6-methoxypyridin-2-yl)benzyl)carbamate